(difluoromethoxy)-3-[2-(5-fluoropyridin-3-yl)ethynyl]-N-[(5S,6S)-6-hydroxy-spiro[2.4]heptan-5-yl]benzamide FC(OC1=C(C(=O)N[C@H]2CC3(CC3)C[C@@H]2O)C=CC=C1C#CC=1C=NC=C(C1)F)F